3-(5'-(aminomethyl)-2'-fluoro-4-methoxy-[1,1'-biphenyl]-3-carboxamido)-N-(4-fluoro-3-(trifluoromethyl)phenyl)-6-(trifluoromethyl)benzo[b]thiophene-2-carboxamide NCC=1C=CC(=C(C1)C1=CC(=C(C=C1)OC)C(=O)NC=1C2=C(SC1C(=O)NC1=CC(=C(C=C1)F)C(F)(F)F)C=C(C=C2)C(F)(F)F)F